S1C=NC2=C1C=C(C=C2)\C=C\2/N=C(NC2=O)N[C@@H]2C[C@@H](CCC2)OC |r| (±)-(4Z)-4-(1,3-benzothiazol-6-ylmethylene)-2-[[cis-3-methoxycyclohexyl]amino]-1H-imidazol-5-one